tetrakis-(1,2,2,6,6-penta-methyl-4-piperidyl)-1,2,3,4-butane-tetra-carboxylate CN1C(CC(CC1(C)C)OC(=O)CC(C(CC(=O)OC1CC(N(C(C1)(C)C)C)(C)C)C(=O)OC1CC(N(C(C1)(C)C)C)(C)C)C(=O)OC1CC(N(C(C1)(C)C)C)(C)C)(C)C